Hydroxy-[4-hydroxy-2-methyl-5-[(2S)-6-methylhept-5-en-2-yl]phenyl]-oxoazanium O[N+](=O)C1=C(C=C(C(=C1)[C@@H](C)CCC=C(C)C)O)C